C(C1=CC=CC=C1)OC1=CC=C(C=C1)N(C(=O)C1=C(N(C(=C1)C1=C(C=CC(=C1)Cl)C(=O)N1CC2=CC=CC=C2C[C@H]1CN1CCOCC1)C)C)CC1=C(C=CC=C1)C#N N-[4-(benzyloxy)phenyl]-5-(5-chloro-2-{[(3S)-3-(morpholin-4-ylmethyl)-3,4-dihydroisoquinolin-2(1H)-yl]carbonyl}phenyl)-N-(2-cyanobenzyl)-1,2-dimethyl-1H-pyrrole-3-carboxamide